1-(tetrahydro-2H-pyran-4-yl)piperidin-4-amine Dihydrochloride Cl.Cl.O1CCC(CC1)N1CCC(CC1)N